3-hydroxyphenalenone C1=CC2=C3C(=C1)C(=CC(=O)C3=CC=C2)O